N1(CCC1)C[C@@H](C(=O)OCCC1=CC=CC=C1)CC phenylethyl (S)-2-(azetidin-1-ylmethyl)butanoate